FC=1C(=NC(=NC1)C=1SC(=NN1)C)N1CCN(CC1)CC1=CC=C(CC=2C=3C4=C(C(N(C4=CC2)C2C(NC(CC2)=O)=O)=O)C=CC3)C=C1 3-(6-(4-((4-(5-fluoro-2-(5-methyl-1,3,4-thiadiazol-2-yl)pyrimidin-4-yl)piperazin-1-yl)methyl)benzyl)-2-oxobenzo[cd]indol-1(2H)-yl)piperidine-2,6-dione